1-((2R,4S)-4-(4-amino-3-((1-methyl-1H-benzo[d]imidazol-5-yl)ethynyl)-1H-pyrazolo[3,4-d]pyrimidin-1-yl)-2-(methoxymethyl)pyrrolidin-1-yl)prop-2-en-1-one NC1=C2C(=NC=N1)N(N=C2C#CC2=CC1=C(N(C=N1)C)C=C2)[C@H]2C[C@@H](N(C2)C(C=C)=O)COC